methyl (3-ethyl-3-oxetanylmethacrylate) C(C)C(=C(C(=O)OC)C)C1OCC1